5-bromobenzo[b]thiophene-3-formic acid BrC1=CC2=C(SC=C2C(=O)O)C=C1